(S)-2-methyl-N-((S)-6,6,6-trifluorohex-1-en-3-yl)propane-2-sulfinamide CC(C)(C)[S@](=O)N[C@H](C=C)CCC(F)(F)F